(6Z,9Z)-hexatriaconta-6,9-diene-18,19-diol CCCCC\C=C/C\C=C/CCCCCCCC(C(CCCCCCCCCCCCCCCCC)O)O